5-(3-cyclopropylpyrazolo[1,5-a]pyrimidin-5-yl)-7H-pyrrolo[2,3-d]pyrimidine C1(CC1)C=1C=NN2C1N=C(C=C2)C2=CNC=1N=CN=CC12